3-(7-(1-Methyl-1H-pyrazol-5-yl)-3-(1-(tetrahydro-2H-pyran-2-yl)-1H-pyrazol-3-yl)pyrazolo[1,5-a]pyrimidin-5-yl)-8-oxa-3-azabicyclo[3.2.1]octane CN1N=CC=C1C1=CC(=NC=2N1N=CC2C2=NN(C=C2)C2OCCCC2)N2CC1CCC(C2)O1